C(C1=CC=CC=C1)OC=1C=C(C=CC1C1(OCCO1)C)CC(C(C)C)=O 1-(3-(benzyloxy)-4-(2-methyl-1,3-dioxolan-2-yl)phenyl)-3-methyl-2-butanone